C(CCC)C1(CO1)CC 2-butyl-2-ethyl-ethylene oxide